chlorine chloride Cobalt [Co].ClCl